CC1=C2C[C@@H](CCC(=C2CC1=O)CO)C(=C)C The molecule is a guaiane sesquiterpenoid that is 4,5,6,7-tetrahydroazulen-2(1H)-one substituted by a hydroxymethyl group at position 8, a methyl group at position 3 and an isopropenyl group at position 5. Isolated from the roots of Wikstroemia indica, it exhibits antiinflammatory activity. It has a role as a metabolite, an EC 1.14.13.39 (nitric oxide synthase) inhibitor and an anti-inflammatory agent. It is a guaiane sesquiterpenoid and a primary alcohol.